Fmoc-Aspartic acid C(=O)(OCC1C2=CC=CC=C2C2=CC=CC=C12)N[C@@H](CC(=O)O)C(=O)O